CCCCC/C=C\C=C\C(=O)OCC ethyl-2E,4Z-decadienoate